3-(2-methacryloyloxyethyl)-3-ethyloxetane C(C(=C)C)(=O)OCCC1(COC1)CC